ClC1=C(N=C(S1)NC1=C(C=CC=C1)Cl)C(CCC(=O)O)(CC)C(=O)OCC 4-[5-chloro-2-(2-chloroanilino)thiazol-4-yl]-4-ethoxycarbonyl-hexanoic acid